O[C@@](C)(CCCCCC)C1CCC2C3CC(C4CC(CCC4(C3CCC12C)C)O)O 17-((S)-2-hydroxyoctan-2-yl)-10,13-dimethylhexadecahydro-1H-cyclopenta[a]phenanthrene-3,6-diol